FC1=CC=C(OC2=CC=C(\C=C/3\C(=C(C4=CC=C(C=C34)OC)CC(=O)O)C)C=C2)C=C1 (Z)-2-(1-(4-(4-fluorophenoxy)benzylidene)-6-methoxy-2-methyl-1H-inden-3-yl)-acetic acid